FC(OC=1C=C(C=C(C1)C(F)(F)F)[C@H](CC(=O)O)NC(CNC(=O)C1=CC(=C2C=NNC2=C1)NC=1NCC(CN1)F)=O)F (3S)-3-(3-(difluoromethoxy)-5-(trifluoromethyl)phenyl)-3-(2-(4-((5-fluoro-1,4,5,6-tetrahydropyrimidine-2-yl)amino)-1H-indazole-6-carboxamido)acetamido)propanoic acid